2-[[8-(4-amino-3-cyano-phenyl)-3-oxo-1H-benzo[e]isoindol-2-yl]methyl]prop-2-enamide NC1=C(C=C(C=C1)C=1C=CC2=C(C=3CN(C(C3C=C2)=O)CC(C(=O)N)=C)C1)C#N